C(C)OC(=O)[C@H]1N(C(CC1)=O)C1=NC(=CC(=C1)C(F)(F)F)C (S)-1-[6-methyl-4-(trifluoromethyl)pyridin-2-yl]-5-oxopyrrolidine-2-carboxylic acid ethyl ester